COC=1C=CC2=C(N(C=N2)C)C1CNC(C1=CC=C(C=C1)OC(F)(F)F)=O N-((6-methoxy-1-methyl-1H-benzimidazol-7-yl)methyl)-4-(trifluoromethoxy)benzamide